N1[C@@H](CCC1)C(=O)O[C@H]1CN[C@@H](C1)C(=O)N1CCN(CC1)C(C1=C(C=C(C=C1)NC=1C=2N(C=CN1)C(=CN2)C2=C(C(=C(C=C2)OC)F)F)C)=O [(3R,5S)-5-[4-[4-[[3-(2,3-difluoro-4-methoxy-phenyl)imidazo[1,2-a]pyrazin-8-yl]amino]-2-methyl-benzoyl]piperazine-1-carbonyl]pyrrolidin-3-yl] (2S)-pyrrolidine-2-carboxylate